4-(2-{[4-(morpholin-4-yl)phenyl]amino}pyrimidin-4-yl)piperazine-1-carboxamide N1(CCOCC1)C1=CC=C(C=C1)NC1=NC=CC(=N1)N1CCN(CC1)C(=O)N